O1COC2=C1C=CC(=C2)C=2N=C1N(C=CC=N1)C2 2-(Benzo[d][1,3]dioxol-5-yl)imidazo[1,2-a]pyrimidine